N1[C@H](CC1)CN1C(NC2=NC=C(C=C21)C2=C(C(=CC=C2)C(F)(F)F)F)=O |r| (R/S)-1-(Azetidin-2-ylmethyl)-6-[2-fluoro-3-(trifluoromethyl)phenyl]-3H-imidazo[4,5-b]pyridin-2-on